6-((4-(2-ethoxypropan-2-yl)-4-phenethylpiperidin-1-yl)methyl)-1,4-dihydro-2H-benzo[d][1,3]oxazin-2-one citrate C(CC(O)(C(=O)O)CC(=O)O)(=O)O.C(C)OC(C)(C)C1(CCN(CC1)CC1=CC2=C(NC(OC2)=O)C=C1)CCC1=CC=CC=C1